FC(OC1=CC(=NC=N1)CNC(=O)NC1CC(C1)C(F)(F)F)F 1-[[6-(difluoro-methoxy)pyrimidin-4-yl]methyl]-3-[(1r,3r)-3-(trifluoro-methyl)cyclobutyl]urea